C1(CCCC1)CNCCCCCCCCCCCSCC(CCCC)CC N-(cyclopentylmethyl)-11-((2-ethylhexyl)thio)undecan-1-amine